C(C)OC(CCSC=1C=2N(C=CC1)N=CC2)=O 3-(pyrazolo[1,5-a]pyridin-4-ylthio)propionic acid ethyl ester